ClC1=NC(=C2C(=N1)N(N=C2)C2CC2)O 6-chloro-1-cyclopropyl-1H-pyrazolo[3,4-d]Pyrimidine-4-ol